2-methoxyimino-N-methyl-acetamide CON=CC(=O)NC